[N+](=O)([O-])C1=CC=C(COC(=O)C=2N3C(C(C3C(C2)C)[C@@H](C)O[Si](C)(C)C(C)(C)C)=O)C=C1 6-((R)-1-((tert-butyldimethylsilyl)oxy)ethyl)-4-methyl-7-oxo-1-azabicyclo[3.2.0]hept-2-ene-2-carboxylic acid-4-nitrobenzyl ester